5-chloro-4-[4-(difluoromethoxy)phenyl]-2-(2-methyl-2H-indazol-5-yl)-6-nitro-2,3-dihydropyridazin-3-one ClC1=C(C(N(N=C1[N+](=O)[O-])C1=CC2=CN(N=C2C=C1)C)=O)C1=CC=C(C=C1)OC(F)F